FC(C1=CC=CC=2NC(=NC21)NC2=CC=C(C=C2)C(F)(F)F)(F)F 4-(trifluoromethyl)-N-(4-(trifluoromethyl)phenyl)-1H-benzo[d]imidazol-2-amine